(E)-4-(((2-(1H-imidazol-4-yl)-1H-benzo[d]imidazol-5-yl)imino)methyl)-2,6-dibromobenzene-1,3-diol N1C=NC(=C1)C1=NC2=C(N1)C=CC(=C2)\N=C\C2=C(C(=C(C(=C2)Br)O)Br)O